gamma-ureidopropyl-triethoxysilane tert-Butyl-α-bromoisobutyrate C(C)(C)(C)OC(C(C)(C)Br)=O.N(C(=O)N)CCC[Si](OCC)(OCC)OCC